C1(=CC=CC=C1)C=1C=CC=2C=3C=CC(=C4C=CC=C(C5=CC=CC1C52)C43)C4=CC=CC=C4 3,10-diphenyl-perylene